5'-(2-chloro-4-nitro-6-(trifluoromethyl)phenoxy)spiro[cyclopropane-1,3'-indolin]-2'-one ClC1=C(OC=2C=C3C4(C(NC3=CC2)=O)CC4)C(=CC(=C1)[N+](=O)[O-])C(F)(F)F